3-[[(2R,5R)-2-[[bis(4-methoxyphenyl)-phenyl-methoxy]methyl]-4-fluoro-5-[6-(methylamino)purin-9-yl]tetrahydrofuran-3-yl]oxy-(diisopropylamino)phosphanyl]oxypropanenitrile COC1=CC=C(C=C1)C(OC[C@H]1O[C@H](C(C1OP(OCCC#N)N(C(C)C)C(C)C)F)N1C2=NC=NC(=C2N=C1)NC)(C1=CC=CC=C1)C1=CC=C(C=C1)OC